N2-(4-methoxybenzyl)-N3-methyl-4-(trifluoromethyl)pyridine-2,3-diamine COC1=CC=C(CNC2=NC=CC(=C2NC)C(F)(F)F)C=C1